C(C)(C)N([C@@H](C(C)C)C(=O)O)C(=O)C=1SC=CC1.C(OC1=CC=2N=CN=C(C2N=C1C1C(C1)(C(=O)N)C(F)(F)F)C=1C=NN(C1C1=CC=CC=C1)C([2H])([2H])[2H])([2H])([2H])[2H] (7-(methoxy-d3)-4-(1-(methyl-d3)-5-phenyl-1H-pyrazol-4-yl)pyrido[3,2-d]pyrimidin-6-yl)-1-(trifluoromethyl)cyclopropane-1-carboxamide Isopropyl-(thiophene-2-carbonyl)-L-valinate